4-(benzyloxy)-N-(pyridin-3-yl)thiophene-3-carboxamide C(C1=CC=CC=C1)OC=1C(=CSC1)C(=O)NC=1C=NC=CC1